N1=C(C(=CC=C1)O)O pyridine-2,3-diol